1-(cyclopropylmethyl)-2-iodo-1H-pyrrolo[2,3-B]pyridine C1(CC1)CN1C(=CC=2C1=NC=CC2)I